N-(1-(2-Bromopyrimidin-4-yl)propylidene)-2-methylpropane-2-sulfinamide BrC1=NC=CC(=N1)C(CC)=NS(=O)C(C)(C)C